[Zn].C1(=CC=CC=C1)C1=C(C(=CC=C1)C1=CC=CC=C1)O 2,6-diphenylphenol zinc